4-Chloro-9-phenyl-9H-carbazole ClC1=CC=CC=2N(C3=CC=CC=C3C12)C1=CC=CC=C1